methyl 2-cyclopropyl-8-ethoxyimidazo[1,2-a]pyrazine-6-carboxylate C1(CC1)C=1N=C2N(C=C(N=C2OCC)C(=O)OC)C1